amino-1,4-butanedicarboxylic acid NC(CCCC(=O)O)C(=O)O